Cl.FC(OC1=CC=C(CNN)C=C1)(F)F 4-trifluoromethoxybenzylhydrazine hydrochloride